C(=O)[C@@H]1CC[C@H](CC1)NC(OC(C)(C)C)=O trans-tert-butyl (4-formylcyclohexyl)carbamate